C(C)N(C(=O)C=1N=C(NC1C)C1=NC=CC(=C1)C=1C=NC=C(C1)N1CCOCC1)C N-Ethyl-N,5-dimethyl-2-(5-morpholin-4-yl-3,4'-bipyridin-2'-yl)-1H-imidazol-4-carboxamid